6-amino-6-azaspiro[2.5]octane NN1CCC2(CC2)CC1